1-[6-(4,4-difluoropiperidin-1-yl)-5-fluoropyridin-3-yl]Ethanone FC1(CCN(CC1)C1=C(C=C(C=N1)C(C)=O)F)F